CC1=C(C=C(C=C1)C)NC(=O)N1CCN(CC1)C1=CC=C(C=C1)O N-(2,5-dimethylphenyl)-4-(4-hydroxyphenyl)piperazine-1-carboxamide